NC[C@@H]1N(CC2=CC=CC=C2C1)C(=O)OC(C)(C)C tert-butyl (R)-3-(aminomethyl)-3,4-dihydroisoquinoline-2(1H)-carboxylate